N,N-Diethylaminocarbonylmethyl 3-Aminosulfonyl-4-phenoxy-5-(1-pyrrolidinyl)benzoate NS(=O)(=O)C=1C=C(C(=O)OCC(=O)N(CC)CC)C=C(C1OC1=CC=CC=C1)N1CCCC1